COC1=CC=C(OCN2N=CC(=C2)C(=O)OCC)C=C1 ethyl 1-[(4-methoxyphenoxy) methyl]-1H-pyrazole-4-carboxylate